N-(2-(4-((1R,4R)-2-oxa-5-azabicyclo[2.2.1]heptane-5-yl)piperidine-1-yl)-4-methoxy-5-((6-((R)-3-(2,3,6-trifluorophenyl)isoxazolidine-2-yl)pyrimidine-4-yl)amino)phenyl)acrylamide [C@H]12OC[C@H](N(C1)C1CCN(CC1)C1=C(C=C(C(=C1)OC)NC1=NC=NC(=C1)N1OCC[C@@H]1C1=C(C(=CC=C1F)F)F)NC(C=C)=O)C2